FC=1C=CC2=C(NC(S2)=O)C1 5-fluoro-3H-1,3-benzothiazol-2-one